((1H-imidazol-4-yl)(phenyl)methyl)-4-chloroaniline N1C=NC(=C1)C(C1=CC=CC=C1)NC1=CC=C(C=C1)Cl